[Sn].C1(=CC=CC=C1)O.C1(=CC=CC=C1)O bisphenol tin